N-(2-hydroxyethyl)-4-methoxybenzenesulfonamide phosphate P(=O)(O)(O)O.OCCNS(=O)(=O)C1=CC=C(C=C1)OC